N-(4-chloro-2-(trifluoromethyl)thiophen-3-yl)-2-((6-(4-(2-hydroxyethyl)piperazin-1-yl)-2-methylpyrimidin-4-yl)amino)thiazole-5-carboxamide ClC=1C(=C(SC1)C(F)(F)F)NC(=O)C1=CN=C(S1)NC1=NC(=NC(=C1)N1CCN(CC1)CCO)C